C1(CCC1)NC1=NC(=NC(=N1)NC1=CC(=CC=C1)S(=O)(=O)C)C1=C(C=CC=C1)F N-cyclobutyl-6-(2-fluoro-phenyl)-N'-(3-methanesulfonyl-phenyl)-[1,3,5]triazine-2,4-diamine